tert-Butyl (3S)-3-(2-(((1R,2S)-2-(4-bromo-6-methyl-1-(tetrahydro-2H-pyran-2-yl)-1H-indazol-5-yl)cyclopropyl)methoxy)ethyl)piperidine-1-carboxylate BrC1=C2C=NN(C2=CC(=C1[C@@H]1[C@@H](C1)COCC[C@H]1CN(CCC1)C(=O)OC(C)(C)C)C)C1OCCCC1